C(CCCCCCC\C=C/C\C=C/CCCCC)(=O)OCC(COC(=O)OCCCN1CCCCCC1)COC(CCC(OCCCCCCCC)OCCCCCCCC)=O 3-(((3-(azepan-1-yl)propoxy)carbonyl)oxy)-2-(((4,4-bis(octyloxy)butanoyl)oxy)methyl)propyl (9Z,12Z)-octadeca-9,12-dienoate